N1=CC(=CC=2CCNCC12)C(=O)OCC ethyl 5,6,7,8-tetrahydro-1,7-naphthyridine-3-carboxylate